2-chloro(1,5-cyclooctadiene) rhodium (I) [Rh+].ClC1=CCCC=CCC1